(R)-6-(2-amino-5-(4-(3-((cyclopropylmethyl)(meth-yl)amino)pyrrolidin-1-yl)phenyl)-6-fluoropyridin-3-yl)-3,4-dihydroisoquinolin-1(2H)-one NC1=NC(=C(C=C1C=1C=C2CCNC(C2=CC1)=O)C1=CC=C(C=C1)N1C[C@@H](CC1)N(C)CC1CC1)F